C(C1=CC=CC=C1)O[Si](CC)(CC)OCC(CC)CC benzyloxy(2-ethylbutoxy)diethylsilane